BrC=1C=CC2=C(N(C=N2)C2=CC=C(C(=N2)N2N=C(C=C2C)OC(F)F)C#N)C1 6-(6-bromobenzimidazol-1-yl)-2-[3-(difluoromethoxy)-5-methyl-pyrazol-1-yl]pyridine-3-carbonitrile